2,4,6-tri-chloro-1,3,5-triazine ClC1=NC(=NC(=N1)Cl)Cl